5-((8-(2,3-dichlorophenyl)-3,8-diazabicyclo[3.2.1]octan-3-yl)methyl)-2-(2,4-dioxotetrahydropyrimidine-1(2H)-yl)isoindoline-1,3-dione ClC1=C(C=CC=C1Cl)N1C2CN(CC1CC2)CC=2C=C1C(N(C(C1=CC2)=O)N2C(NC(CC2)=O)=O)=O